C(OC(C)OC=1C(=C(C=C(C1)CCCCC)OC(C)OC(OCCOC)=O)CC=C(CCC=C(C)C)C)(OCCOC)=O ((2-(3,7-dimethylocta-2,6-dien-1-yl)-5-pentyl-1,3-phenylene)bis(oxy))bis(ethane-1,1-diyl) bis(2-methoxyethyl) bis(carbonate)